C(C)(C)(C)OC(=O)N1CCC(CC1)CNC1=NN2C(C=3OCCN(C13)C)=NC(=C2Br)C 4-[(3-Bromo-2,6-dimethyl-7,8-dihydro-6H-9-oxa-1,3a,4,6-tetraaza-cyclopenta[a]naphthalen-5-ylamino)-methyl]-piperidine-1-carboxylic acid tert-butyl ester